bis[2,3-bis(4-fluorophenyl)quinoxaline] iridium (III) [Ir+3].FC1=CC=C(C=C1)C1=NC2=CC=CC=C2N=C1C1=CC=C(C=C1)F.FC1=CC=C(C=C1)C1=NC2=CC=CC=C2N=C1C1=CC=C(C=C1)F